2,6-di-ethyl-3-phenyl-4-pyrone C(C)C=1OC(=CC(C1C1=CC=CC=C1)=O)CC